1-(4-cyanophenyl)piperazine tert-butyl-7-{2-[6-(methoxymethoxy)-2,7-dimethylindazol-5-yl]quinazolin-6-yl}-4,7-diazaspiro[2.5]octane-4-carboxylate C(C)(C)(C)OC(=O)N1C2(CC2)CN(CC1)C=1C=C2C=NC(=NC2=CC1)C1=CC2=CN(N=C2C(=C1OCOC)C)C.C(#N)C1=CC=C(C=C1)N1CCNCC1